N-acetyl-N-[2-bromo-4-(trifluoro-methoxy)phenyl]-2-ethylsulfonyl-4-(trifluoromethyl)benzamide C(C)(=O)N(C(C1=C(C=C(C=C1)C(F)(F)F)S(=O)(=O)CC)=O)C1=C(C=C(C=C1)OC(F)(F)F)Br